[Zn+2].P(=O)#C[C@@H](C(=O)[O-])F.P(=O)#C[C@@H](C(=O)[O-])F |r| 3-phosphoryl-2-(R,S)-fluoropropionate zinc salt